Sodium (3-(2-ethoxy-2-oxoethyl)-9-ethyl-4,8,8-trimethyl-2-oxo-8,9-dihydro-2H-pyrano[3,2-g]quinolin-6-yl)methanesulfonate C(C)OC(CC1=C(C=2C=C3C(=CC(N(C3=CC2OC1=O)CC)(C)C)CS(=O)(=O)[O-])C)=O.[Na+]